C1(CC1)N1N=C(N=C1C1CCN(CC1)C(C)=O)C=1C=NC=C(C1)[C@](C1=CC=C(C=C1)C(C)C)(O)C1(CN(C1)C)C 1-[4-(2-Cyclopropyl-5-{5-[(R)-(1,3-dimethyl-azetidin-3-yl)-hydroxy-(4-isopropyl-phenyl)-methyl]-pyridin-3-yl}-2H-[1,2,4]triazol-3-yl)-piperidin-1-yl]-ethanone